tert-Butyl 3-[1-[4-[(5-Cyclopropyl-1H-pyrazol-3-yl)amino]pyrimidin-2-yl]pyrrolidin-3-yl]azetidine-1-carboxylate C1(CC1)C1=CC(=NN1)NC1=NC(=NC=C1)N1CC(CC1)C1CN(C1)C(=O)OC(C)(C)C